dinitromethoxysilane [N+](=O)([O-])C(O[SiH3])[N+](=O)[O-]